N-(4-chlorophenyl)-2-(4-(2-methylpyrimidin-4-yl)cyclohexyl)propanamide ClC1=CC=C(C=C1)NC(C(C)C1CCC(CC1)C1=NC(=NC=C1)C)=O